4-(1-methyl-2-piperazinyl)methylbenzoic acid CN1C(CNCC1)CC1=CC=C(C(=O)O)C=C1